P(=O)(OCCCCCCCC)(OCCCCCCCCCC)[O-] mono-octyl mono-n-decyl phosphate